ClC=1C=CC=C2C(C=C(OC12)C1=C(C=C(C=C1)OC)O)=O 8-chloro-2-(2-hydroxy-4-methoxy-phenyl)chromen-4-one